3-chloro-2-(morpholin-4-yl)aniline tert-butyl-4-((6-(trifluoromethyl)pyridin-3-yl)oxy)piperidine-1-carboxylate C(C)(C)(C)OC(=O)N1CCC(CC1)OC=1C=NC(=CC1)C(F)(F)F.ClC=1C(=C(N)C=CC1)N1CCOCC1